S(=O)(=O)([O-])[O-].[Cu+2].[Cu+2].S(=O)(=O)([O-])[O-] copper compound with copper sulfate